8-(6-Methoxypyridin-3-yl)-3-methyl-1-(4-(piperazin-1-yl)-3-(trifluoromethyl)phenyl)-5-(2-(pyrrol-1-yl)ethyl)-3,5-dihydro-1H-imidazo[4,5-c]quinoline-2,4-dione COC1=CC=C(C=N1)C1=CC=2C3=C(C(N(C2C=C1)CCN1C=CC=C1)=O)N(C(N3C3=CC(=C(C=C3)N3CCNCC3)C(F)(F)F)=O)C